FC=1C=CC(=NC1)C(COC)OC=1C=2N(C=C(C1)C=1N=NN(C1C)C1CCNCC1)N=CC2C#N 4-[1-(5-Fluoro-2-pyridyl)-2-methoxy-ethoxy]-6-[5-methyl-1-(4-piperidyl)triazol-4-yl]pyrazolo[1,5-a]pyridine-3-carbonitrile